3-O-butyl 1-O-ethyl propanedioate C(CC(=O)OCCCC)(=O)OCC